C(C)OC1=NC=CC=C1C1=CC(=C2C(=N1)C(=NN2[C@@H](CC)C)C)NCC=2N=NN(N2)C (R)-5-(2-ethoxy-3-pyridyl)-3-methyl-1-[1-methylpropyl]-N-[(2-methyltetrazol-5-yl)methyl]pyrazolo[4,3-b]pyridin-7-amine